C(C)(C)C1=C2C=C(N=CC2=C(C=C1)N1C(=C(C=CC=C1)CS(=O)(=O)C)C)NC1=NC=C(C#N)C=C1 6-((5-isopropyl-8-((2r,3s)-2-methyl-3-((methylsulfonyl)methyl)azepin-1-yl)isoquinolin-3-yl)amino)nicotinonitrile